(S)-3-(1H-indol-2-yl)-2-(4-methylphenyl-sulphonyl)-N-(4-morpholinophenyl)propanamide N1C(=CC2=CC=CC=C12)C[C@@H](C(=O)NC1=CC=C(C=C1)N1CCOCC1)S(=O)(=O)C1=CC=C(C=C1)C